C(C)(C)(C)OC(=O)N1CC2=C(C=CC=C2CC1)NC1=CNC(C=C1)=O.OC1=C(C=CC=C1)C(=O)C1=CN=C2N1C=C(C=C2)I (2-hydroxyphenyl)(6-iodoimidazo[1,2-a]pyridin-3-yl)methanone t-butyl-8-((6-oxo-1,6-dihydropyridin-3-yl)amino)-3,4-dihydroisoquinoline-2(1H)-carboxylate